N[C@@H](C(=O)O)[C@@H](C)OC (2R,3R)-2-AMINO-3-METHYLOXYBUTANOIC ACID